O1C(OCC1)C1CCN(CC1)C=1C=CC(=NC1)C(=O)OC Methyl 5-(4-(1,3-dioxolan-2-yl)piperidin-1-yl)picolinate